4-(8-Allyl-2,2-dimethyl-4,9-dioxo-3,10-dioxa-5,8-diazatridec-12-en-6-yl)thiazole-2-carboxylic acid C(C=C)N(CC(NC(OC(C)(C)C)=O)C=1N=C(SC1)C(=O)O)C(OCC=C)=O